1,3-bis(tert-amyl)-2-chloro-2-methyl-cyclodisilazane C(C)(C)(CC)N1[Si](N([SiH2]1)C(C)(C)CC)(C)Cl